O1C(CCC1)C1=NN2C(N=C(C=C2N2CCOCC2)[Sn](C)(C)C)=C1 4-(2-(tetrahydrofuran-2-yl)-5-(trimethylstannyl)pyrazolo[1,5-a]pyrimidin-7-yl)morpholine